C1(CC1)CN(C(OC(C)(C)C)=O)C1CNCC1 tert-butyl N-(cyclopropylmethyl)-N-(pyrrolidin-3-yl)carbamate